CC(C)(C)OC(=O)N1CCCC(C1)C2=CC=C(C=C2)Br tert-butyl 3-(4-bromophenyl) piperidine-1-carboxylate